CC1=C(O)C=CC=C1O 2-methyl-resorcinol